NC=1N=C2N(C=C(C=C2)C2=C(C(=CC=C2)F)C)C1C(=O)[C@H]1[C@@H](C1)F (2-amino-6-(3-fluoro-2-methylphenyl)imidazo[1,2-a]pyridin-3-yl)((1s,2r)-2-fluorocyclopropyl)methanone